COC(=O)CCCCCCCCC=C 9-decene-1-carboxylic acid methyl ester